N-((2-(6-((cis)-2,6-dimethylmorpholino)pyridin-2-yl)-1,6-naphthyridin-7-yl)methyl)-4-methyl-1-(methylsulfonyl)indoline-6-carboxamide C[C@@H]1O[C@@H](CN(C1)C1=CC=CC(=N1)C1=NC2=CC(=NC=C2C=C1)CNC(=O)C1=CC(=C2CCN(C2=C1)S(=O)(=O)C)C)C